ClC1=C(NC2=NC=CC=C2C2=CC(=NC=N2)NC=2N(C=NC2[N+](=O)[O-])C)C(=C(C=C1OC)OC)Cl 6-[2-(2,6-dichloro-3,5-dimethoxy-anilino)-3-pyridinyl]-N-(3-methyl-5-nitro-imidazol-4-yl)pyrimidin-4-amine